ClC=1C=CC2=C(CC(CC=3N2C(=NN3)C3CCC(CC3)(C)OC)NC(C)C)C1 8-Chloro-1-(4-methoxy-4-methylcyclohexyl)-N-(propan-2-yl)-5,6-dihydro-4H-[1,2,4]triazolo[4,3-a][1]benzazepin-5-amin